S=C[C@@H](O)[C@H](O)[C@H](O)[C@@H](O)C thio-L-fucose